C(C=C)(=O)N[C@H]1CN(C[C@H]1NC=1N=CC2=CC(=NC(=C2C1)NCC1OCCC1)C1=C(C(=CC(=C1Cl)OC)OC)Cl)C(=O)NC (3S,4R)-3-acrylamido-4-((7-(2,6-dichloro-3,5-dimethoxyphenyl)-5-(((tetrahydrofuran-2-yl)methyl)amino)-2,6-naphthyridin-3-yl)amino)-N-methylpyrrolidine-1-carboxamide